1-(3-chloro-5-fluorophenyl)-3-(2-hydrazinocarbonyl-5-methoxyphenyl)-urea ClC=1C=C(C=C(C1)F)NC(=O)NC1=C(C=CC(=C1)OC)C(=O)NN